N(C1=CC=CC=C1)C1=C(NC2=C1C(N([C@@H](C2)C)C)=O)C2=CC(=NC=C2)NC(C(=C)C2=CC=C(C=C2)F)=O (2S)-N-{4-[(6R)-3-Anilino-5,6-dimethyl-4-oxo-4,5,6,7-tetrahydro-1H-pyrrolo[3,2-c]pyridin-2-yl]pyridin-2-yl}-2-(4-fluorophenyl)propenamid